C1(CC1)[C@H](C(C1=C(C(=CC=C1)[C@@H](C)NC=1C2=C(N=C(N1)C)C=NC(=C2)P2(CCCC2)=O)F)(F)F)O |o1:3| (1R or S)-1-cyclopropyl-2,2-difluoro-2-{2-fluoro-3-[(1R)-1-{[2-methyl-6-(1-oxidophospholan-1-yl)pyrido[3,4-d]pyrimidin-4-yl]amino}ethyl]phenyl}ethanol